2-(5-{9-[4-(difluoromethoxy)phenyl]-8-oxo-2-[(2,2,2-trifluoroethyl)amino]pyrido[1,2-a]pyrimidin-7-yl}indazol-2-yl)acetonitrile FC(OC1=CC=C(C=C1)C=1C(C(=CN2C1N=C(C=C2)NCC(F)(F)F)C2=CC1=CN(N=C1C=C2)CC#N)=O)F